C1(CC1)C=1C=C(C(NN1)=O)O 6-cyclopropyl-4-hydroxypyridazin-3(2H)-one